2-benzothiophen-5-amine hydrochloride Cl.C=1SC=C2C1C=CC(=C2)N